Dodecyl (S)-2-(((S)-(((2R,3S,5R)-5-(6-amino-2-fluoro-9H-purin-9-yl)-2-ethynyl-3-hydroxytetrahydrofuran-2-yl) methoxy)(phenoxy)phosphoryl)amino)-3-(3,5-difluorophenyl)propanoate NC1=C2N=CN(C2=NC(=N1)F)[C@H]1C[C@@H]([C@@](O1)(C#C)CO[P@](=O)(OC1=CC=CC=C1)N[C@H](C(=O)OCCCCCCCCCCCC)CC1=CC(=CC(=C1)F)F)O